BrC1=C(C(=CC=C1)OC1CC1)C 1-bromo-3-cyclopropoxy-2-methylbenzene